C(C=C)(=O)[O-].C[N+](CCO)(CC1=CC=CC=C1)C dimethylbenzyl-(2-hydroxyethyl)ammonium acrylate